BrC1=C(C=C(C=C1)P(=O)(C)C)C(F)(F)F 1-bromo-4-dimethylphosphoryl-2-(trifluoromethyl)benzene